tert-butyl (2S,6R)-4-(6-(5-chloropyrazolo[1,5-a]pyridin-3-yl)-3-fluoropyridin-2-yl)-2,6-dimethylpiperazine-1-carboxylate ClC1=CC=2N(C=C1)N=CC2C2=CC=C(C(=N2)N2C[C@@H](N([C@@H](C2)C)C(=O)OC(C)(C)C)C)F